CN1C=NC(=C1)CSC(C)=O ((1-methyl-1H-imidazol-4-ylmethyl)thio)ethan-1-on